5-(piperazin-1-yl)cinnoline-8-carboxamide 2-(2-oxo-2,3-dihydro-1H-imidazol-1-yl)-4,6-bis(trifluoromethyl)phenyl-N-(cyanomethyl)-N-(4-fluorophenyl)carbamate O=C1N(C=CN1)C1=C(C(=CC(=C1)C(F)(F)F)C(F)(F)F)C1=C(C=CC(=C1)F)N(C(O)=O)CC#N.N1(CCNCC1)C1=C2C=CN=NC2=C(C=C1)C(=O)N